The molecule is an epoxide that is oxiran-2-ylmethanol which is acylated at position 2 by N-(6-hydroxy-6-methylheptanoyl)-L-seryl-4-methylidenenorvalinyl group. It is a proteasome inhibitor isolated from Streptomyces. It has a role as a proteasome inhibitor, an antineoplastic agent, an antimicrobial agent and a bacterial metabolite. It is an epoxide, a ketone, a primary alcohol and a monocarboxylic acid amide. CC(=C)CC(C(=O)C1(CO1)CO)NC(=O)[C@H](CO)NC(=O)CCCCC(C)(C)O